C(C=C)(=O)N1[C@H](CN(CC1)C1=NC(=NC2=CC(=CC=C12)C1=CC=CC2=CC=C(C(=C12)Cl)F)OC[C@H]1N(CCC1)C)CC#N 2-((S)-1-acryloyl-4-(7-(8-chloro-7-fluoronaphthalen-1-yl)-2-(((S)-1-methylpyrrolidin-2-yl)methoxy)quinazolin-4-yl)piperazin-2-yl)acetonitrile